4-((E)-3-(4-((((1S,2R)-2-(4-fluorophenyl)cyclopropyl)amino)methyl)piperidin-1-yl)-3-oxoprop-1-en-1-yl)-N-hydroxybenzamide TFA Salt OC(=O)C(F)(F)F.FC1=CC=C(C=C1)[C@@H]1[C@H](C1)NCC1CCN(CC1)C(/C=C/C1=CC=C(C(=O)NO)C=C1)=O